C[C@H]1[C@H]([C@H]([C@@H]([C@@H](O1)O[C@@H]2[C@H]([C@@H](O[C@@H]([C@H]2O[C@H]3[C@@H]([C@H]([C@H]([C@H](O3)CO)O)O[C@@]4(C[C@@H]([C@H]([C@@H](O4)[C@@H]([C@@H](CO)O)O)NC(=O)C)O)C(=O)O)O)CO)OC[C@@H]5[C@@H]([C@@H]([C@H](C(O5)O)NC(=O)C)O[C@H]6[C@@H]([C@H]([C@H]([C@H](O6)CO)O)O[C@@]7(C[C@@H]([C@H]([C@@H](O7)[C@@H]([C@@H](CO)O)O)NC(=O)C)O)C(=O)O)O)O)NC(=O)C)O)O)O The molecule is a seven-membered branched galactosamine oligosaccharide that consists of a branched tetrasaccharide unit alpha-Neu5Ac-(2->3)-beta-D-Gal-(1->4)-[alpha-L-Fuc-(1->3)]-beta-D-GlcNAc, attached by a glycosidic linkage to position 6 of the GalNAc residue of the trisaccharide alpha-Neu5Ac-(2->3)-beta-D-Gal-(1->3)-D-GalNAc. It has a role as an epitope. It is a galactosamine oligosaccharide and a glucosamine oligosaccharide.